4-chloro-3-(5,7-difluoro-4-oxo-6-(1H-pyrazol-3-yl)-1,4-dihydroquinolin-2-yl)benzonitrile ClC1=C(C=C(C#N)C=C1)C=1NC2=CC(=C(C(=C2C(C1)=O)F)C1=NNC=C1)F